3-(4-amino-6-(cyclopropyl(ethyl)amino)pyrido[3,4-d]pyrimidin-8-yl)-2,4-dimethylphenol NC=1C2=C(N=CN1)C(=NC(=C2)N(CC)C2CC2)C=2C(=C(C=CC2C)O)C